(4-methoxy-3-(1-methyl-1H-pyrazol-3-yl)-5-nitrophenyl) carbamate C(N)(OC1=CC(=C(C(=C1)[N+](=O)[O-])OC)C1=NN(C=C1)C)=O